C1([C@H](O)[C@H](O)[C@H](O1)CO)C=1NC(C=2NC=NC2N1)=O d-ribofuranosylhypoxanthine